4,5-diamino-1-hydroxyethylpyrazole NC=1C(=NNC1N)C(C)O